COC(C(CC)N1C(CCC1)=O)=O 2-(2-oxo-pyrrolidine-1-yl)butyric acid methyl ester